COC=CC=1C=C(C=CC1C)CC(=O)O 2-[3-(2-methoxyvinyl)-4-methyl-phenyl]acetic acid